ClC(C(=O)NC1=C(C=C(C(=O)OC)C=C1NC[C@H]1OCC1)OC)C methyl 4-(2-chloropropanamido)-3-methoxy-5-((((S)-oxetan-2-yl)methyl)amino)benzoate